CC1=NN(C=N1)C1=CC=C(COC2=CC=C(C=C2)OS(=O)(=O)F)C=C1.COC1=CC(=CC2=CC=CC=C12)C1=C(N)C=CC=C1 2-(4-methoxynaphthalen-2-yl)aniline 4-((4-(3-methyl-1H-1,2,4-triazol-1-yl)benzyl)oxy)phenyl-sulfurofluoridate